pyridazin-3-yl-carbamic acid N1=NC(=CC=C1)NC(O)=O